5-amino-7-chloro-3-(2-methoxyethyl)thiazolo[4,5-d]Pyrimidin-2(3H)-one NC=1N=C(C2=C(N1)N(C(S2)=O)CCOC)Cl